5-{2-[4-(6-fluoro-benzo[d]isoxazol-3-yl)-piperidin-1-yl]-ethyl}-3-methyl-5H-pyrazolo[1,5-a]pyrazin-4-one FC1=CC2=C(C(=NO2)C2CCN(CC2)CCN2C(C=3N(C=C2)N=CC3C)=O)C=C1